2-([2-Hydroxy-1,1-bis(hydroxymethyl)ethyl]amino)glycine OCC(CO)(CO)NC(N)C(=O)O